Isobutyl-acetate C(C(C)C)OC(C)=O